FC=1C(=NC(=NC1)NC1=NC=C(C=C1)CN1C[C@](OCC1)(CCN1C(C1)C)C)C=1C=C(C2=C(N(C(=N2)C)C(C)C)C1)F 5-fluoro-4-(4-fluoro-1-isopropyl-2-methyl-1H-benzo[d]imidazol-6-yl)-N-(5-(((2R)-2-methyl-2-(2-(2-methylaziridin-1-yl)ethyl)morpholino)methyl)pyridin-2-yl)pyrimidin-2-amine